N-(5-(7'-Fluoro-3'-methyl-2'-oxo-2',3'-dihydrospiro[cyclobutane-1,1'-pyrrolo[2,3-c]quinolin]-8'-yl)-2-(2-(isopropylamino)ethoxy)pyridin-3-yl)ethanesulfonamide FC=1C(=CC=2C3=C(C=NC2C1)N(C(C31CCC1)=O)C)C=1C=C(C(=NC1)OCCNC(C)C)NS(=O)(=O)CC